4''-(4-hydroxyphenyl)dispiro[adamantane-2,3'-[1,2,4]trioxolane-5',1''-cyclohexane]-5-carboxylic acid OC1=CC=C(C=C1)C1CCC2(CC1)OC1(OO2)C2CC3CC(CC1C3)(C2)C(=O)O